4-(2-ethyl-7-methyl-3-nitro-2H-indazol-5-yl)piperazine-1-carboxylic acid tert-butyl ester C(C)(C)(C)OC(=O)N1CCN(CC1)C1=CC2=C(N(N=C2C(=C1)C)CC)[N+](=O)[O-]